[3,5-dimethyl-1-[(2-methylpropan-2-yl)oxycarbonyl]pyrazol-4-yl]boronic acid CC1=NN(C(=C1B(O)O)C)C(=O)OC(C)(C)C